4-[(1,3-dioxolan-2-yl)methyl]piperidine O1C(OCC1)CC1CCNCC1